4-(3-Acetyl-2,5-dimethyl-4-(piperidin-1-ylmethyl)-1H-pyrrol-1-yl)benzonitrile C(C)(=O)C1=C(N(C(=C1CN1CCCCC1)C)C1=CC=C(C#N)C=C1)C